N-imidazo[1,2-a]pyridin-7-yl-2-oxo-2-[(2R,5S)-5-methyl-2-[2-(1-methyl-4-piperidyl)indazol-6-yl]-1-piperidyl]acetamide N=1C=CN2C1C=C(C=C2)NC(C(N2[C@H](CC[C@@H](C2)C)C=2C=CC1=CN(N=C1C2)C2CCN(CC2)C)=O)=O